N,N'-Bis(naphthalen-1-yl)-N,N'-bis(4-vinyl-phenyl)benzidine C1(=CC=CC2=CC=CC=C12)N(C1=CC=C(C=C1)C1=CC=C(N(C2=CC=C(C=C2)C=C)C2=CC=CC3=CC=CC=C23)C=C1)C1=CC=C(C=C1)C=C